C(C)(C)(C)OC(NC1=CC(=NC(=C1)C(=O)N1CC2=CC=CC=C2C1)NC1=CC=CC=2OCOC21)=O (2-(Benzo[d][1,3]dioxol-4-ylamino)-6-(isoindoline-2-carbonyl)pyridin-4-yl)carbamic acid tert-butyl ester